C(C(=O)C)(=O)[O-].[Na+].O1CCC(=CC1)C=1C(=NC2=CC(=CC=C2C1C1=CC(=NC=C1)C)OC)O (3,6-dihydro-2H-pyran-4-yl)-7-methoxy-4-(2-methyl-4-pyridyl)quinolin-2-ol sodium pyruvate